[Na+].C(C)(=O)P([O-])(=O)C1=CC=CC=C1 acetylphenylphosphinic acid sodium salt